ClCC(=O)N(C[C@H]1C(NCC1)=O)CC([C@H](CC(C)C)NC(OC(C)(C)C)=O)O tert-butyl ((3S)-1-(2-chloro-N-(((S)-2-oxopyrrolidin-3-yl)methyl)acetamido)-2-hydroxy-5-methylhexan-3-yl)carbamate